C(C)(C)C1=C(OCC2=CNC(O2)=S)C=C(C=C1)C(C)C 5-[(2,5-Diisopropylphenoxy)methyl]oxazole-2(3H)-thione